C(C=C)(=O)NCCC[N+](CCCS(=O)(=O)[O-])(C)C 3-[(3-acrylamido-propyl)dimethylammonio]propane-1-sulfonate